N-(5-((6-((R)-3-(3,5-difluorophenyl)isoxazolidine-2-yl)pyrimidine-4-yl)amino)-2-((S)-3-((dimethylamino)methyl)pyrrolidine-1-yl)-4-methoxyphenyl)acrylamide FC=1C=C(C=C(C1)F)[C@@H]1N(OCC1)C1=CC(=NC=N1)NC=1C(=CC(=C(C1)NC(C=C)=O)N1C[C@@H](CC1)CN(C)C)OC